C(C)N(C=1C2=C(N=C(N1)C1=CC=NC=C1)C=NC=C2)C(C)C N-ethyl-N-(propan-2-yl)-2-(pyridin-4-yl)pyrido[3,4-d]Pyrimidin-4-amine